(5-bromo-1H-indol-1-yl)-5-(3-chloro-4-isopropoxyphenyl)-1,2,4-oxadiazole BrC=1C=C2C=CN(C2=CC1)C1=NOC(=N1)C1=CC(=C(C=C1)OC(C)C)Cl